2-bromo-3-(bromomethyl)benzofuran BrC=1OC2=C(C1CBr)C=CC=C2